(1R,4R)-4-((4-((5-cyclopropyl-1H-pyrazol-3-yl)amino)pyrimidin-2-yl)(methyl)amino)-N-(2,3-dihydro-1H-inden-2-yl)cyclohexane-1-carboxamide C1(CC1)C1=CC(=NN1)NC1=NC(=NC=C1)N(C1CCC(CC1)C(=O)NC1CC2=CC=CC=C2C1)C